C(CCCCCCCCC(=O)N)CCCCCCCC(=O)N ethylenebis(octanamide)